C1=CC=C2C=C3C(=CC2=C1)C=CC=C3O Anthracenol